NC1=NC=2C=C(C=CC2C2=C1N=C(N2)CC2CN(CC2)C(=O)OC(C)(C)C)Br tert-Butyl 3-((4-amino-7-bromo-1H-imidazo[4,5-c]quinolin-2-yl)methyl)pyrrolidine-1-carboxylate